(S)-tert-Butyl (1-(6-chloro-5-(cyclopropylmethoxy)-2-iodopyridin-3-yl)-3,3-dimethylbutan-2-yl)carbamate ClC1=C(C=C(C(=N1)I)C[C@@H](C(C)(C)C)NC(OC(C)(C)C)=O)OCC1CC1